ClC1=CC=C(C(=N1)C(=O)O)NC(C)C=1C=C(C=C2C(N(C(=NC12)N1CC(CCC1)(F)F)C)=O)C 6-chloro-3-[1-[2-(3,3-difluoropiperidin-1-yl)-3,6-dimethyl-4-oxoquinazolin-8-yl]ethylamino]pyridine-2-carboxylic acid